CN1N=CC=C1CN (1-methyl-1H-pyrazol-5-yl)methylamine